[3-Fluoro-4-[(3s)-3-methoxypyrrolidin-1-yl]phenyl]-2-[4-([1,2,4]triazolo[1,5-a]pyridin-7-yl)phenyl]acetamide FC=1C=C(C=CC1N1C[C@H](CC1)OC)C(C(=O)N)C1=CC=C(C=C1)C1=CC=2N(C=C1)N=CN2